N-p-methoxyphenyl-pyrimidin-2-amine COC1=CC=C(C=C1)NC1=NC=CC=N1